isopropyl (R)-2-(((S)-tert-butylsulfinyl)amino)-2-(4-(2-cyclopropyl-2H-1,2,3-triazol-4-yl)phenyl)-5,5,5-trifluoro-4,4-dimethylpentanoate C(C)(C)(C)[S@](=O)N[C@](C(=O)OC(C)C)(CC(C(F)(F)F)(C)C)C1=CC=C(C=C1)C1=NN(N=C1)C1CC1